5-bromo-1-(3-fluoro-4-methylbenzyl)-4-(((tetrahydrofuran-3-yl)oxy)methyl)-1,3-dihydro-2H-benzo[b]azepin-2-one BrC=1C2=C(N(C(CC1COC1COCC1)=O)CC1=CC(=C(C=C1)C)F)C=CC=C2